1-butylpyridinium (trifluoromethylsulfonyl)trifluoroacetamide salt FC(S(=O)(=O)NC(C(F)(F)F)=O)(F)F.C(CCC)[N+]1=CC=CC=C1